O1POC(=CC=C1)N [1,3,2]dioxaphosphepin-4-amine